C(C)(C)(C)[Si](OC1CC=C(CC1)B1OCC(C(O1)(C)C)(C)C)(C)C Tert-butyldimethyl((4-(4,4,5,5-tetramethyl-1,3,2-dioxaborinan-2-yl)cyclohex-3-en-1-yl)oxy)silane